tiglic-pivalic anhydride C(C(C)(C)C)(=O)OC(\C(\C)=C\C)=O